FC=1C=C(CN(CCC2OCC3(CN(C3)C3COC3)CO2)C2=C(C#N)C=CC=C2)C=CC1OC ((3-fluoro-4-methoxybenzyl)(2-(2-(oxetan-3-yl)-6,8-dioxa-2-azaspiro[3.5]nonan-7-yl)ethyl)amino)benzonitrile